Dimethyl 4-((2-chloro-3-(morpholinomethyl)phenyl)sulfinamido)phthalate ClC1=C(C=CC=C1CN1CCOCC1)S(=O)NC=1C=C(C(C(=O)OC)=CC1)C(=O)OC